5-(5-tert-butyl-1,2,4-Oxadiazol-3-yl)-2-cyclopropylphenol C(C)(C)(C)C1=NC(=NO1)C=1C=CC(=C(C1)O)C1CC1